benzo-imidazo[1,2-a]pyrimidine N=1C=2N(C=CC1)C1=C(N2)C=CC=C1